sodium (S)-3-(3-(1-methyl-1H-pyrazol-4-yl)phenyl)-3-(3-(1-methyl-4-oxido-2-oxo-1,2-dihydro pyridin-3-yl)ureido)propanoate CN1N=CC(=C1)C=1C=C(C=CC1)[C@H](CC(=O)[O-])NC(=O)NC=1C(N(C=CC1[O-])C)=O.[Na+].[Na+]